O=[N+]([O-])OCC(O)CO[N+](=O)[O-] 1,3-Glyceryl dinitrate